2-Amino-4-[5-chloro-7-[[2-(hydroxymethyl)-1-methyl-pyrrolidin-2-yl]methoxy]-1,3-dihydrofuro[3,4-f]quinolin-4-yl]-7-fluoro-benzothiophene-3-carbonitrile NC=1SC2=C(C1C#N)C(=CC=C2F)C2=C1C(=C3C=CC(=NC3=C2Cl)OCC2(N(CCC2)C)CO)COC1